NC=1N=C(SC1C(C1=CC=CC=C1)=O)N(C(OC(C)(C)C)=O)C1=CC=C(C=C1)F tert-butyl N-(4-amino-5-benzoyl-thiazol-2-yl)-N-(4-fluorophenyl)carbamate